C1(CC1)C=1C=NN2C1C(=C(C=C2)NC(OC(C)(C)C)=O)OC Tert-butyl (3-cyclopropyl-4-methoxypyrazolo[1,5-a]pyridin-5-yl)carbamate